N-(2-((((3R,4R,5R,6R)-4,5-dihydroxy-6-(hydroxymethyl)tetrahydro-2H-pyran-3-yl)methyl)amino)ethyl)acetamide O[C@@H]1[C@@H](CO[C@@H]([C@@H]1O)CO)CNCCNC(C)=O